[1-(3-chloro-2-piperazin-1-yl-6-quinolyl)-2-piperidyl]methanamine dihydrochloride Cl.Cl.ClC=1C(=NC2=CC=C(C=C2C1)N1C(CCCC1)CN)N1CCNCC1